2,5-dibromo-3-nitropyridine BrC1=NC=C(C=C1[N+](=O)[O-])Br